C1(CC1)N1CC2CCC(C1)N2C(=O)OC(C)(C)C tert-butyl 3-cyclopropyl-3,8-diazabicyclo[3.2.1]octane-8-carboxylate